N1=CC=CC2=CC3=CC=CC=C3C=C12 aza-anthracene